ClC=1C=C(C=CC1C1CCC2(OCCO2)CC1)C[C@H](CN1CC2(CS(C2)(=O)=O)CC1)C (R)-6-(3-(3-chloro-4-(1,4-dioxaspiro[4.5]decan-8-yl)phenyl)-2-methylpropyl)-2-thia-6-azaspiro[3.4]octane 2,2-dioxide